rubidium silanolate [SiH3][O-].[Rb+]